N-(3-(1H-imidazol-1-yl)propyl)acrylamide (rac)-tert-Butyl-6-(6-(tert-butyl)pyridin-2-yl)-6-hydroxy-2-azaspiro[3.4]octane-2-carboxylate C(C)(C)(C)OC(=O)N1CC2(C1)C[C@@](CC2)(O)C2=NC(=CC=C2)C(C)(C)C.N2(C=NC=C2)CCCNC(C=C)=O |r|